[Na].COS(=O)(=O)C1=CC=CC2=CC=CC=C12.FC(C(=O)NCCCCCCN1C(=CC=C1)CNCC1=CC=NC=C1)(F)F 2,2,2-trifluoro-N-(6-(2-(((pyridin-4-ylmethyl)amino)methyl)-1H-pyrrol-1-yl)hexyl)acetamide methyl-naphthalinsulphonate sodium salt